P(=O)(=O)C(COCCOCCO)O phosphotri-ethylene glycol